ClC=1C=C(C(=C(C(=O)N(C)C)C1)NC(=O)NS(=O)(=O)C1=NN(C=C1)C(C)C)C1CC1 5-Chloro-3-cyclopropyl-2-(3-((1-isopropyl-1H-pyrazol-3-yl)sulfonyl)ureido)-N,N-dimethylbenzamide